C[C@H]1[C@@H](N(C2CC1C2)C(=O)C=2N=C(SC2C2=CC=CC=C2)C)COC=2N=CC1=CC=CC=C1C2 3-{[(3r,4r)-4-methyl-2-(2-methyl-5-phenyl-1,3-thiazole-4-carbonyl)-2-azabicyclo[3.1.1]hept-3-yl]methoxy}isoquinoline